2-acrylamido-2-methylpropanesulphonic acid sodium salt [Na+].C(C=C)(=O)NC(CS(=O)(=O)[O-])(C)C